6-(5-(piperidin-4-ylthio)pyrazin-2-yl)isoquinolin-7-ol N1CCC(CC1)SC=1N=CC(=NC1)C=1C=C2C=CN=CC2=CC1O